N-(2-(3-hydroxy-2-methyl-4-oxo-pyridyl)ethyl)-4-(3,5-difluorobenzyloxy)phthalimide OC1C(=NC=C(C1=O)CCN1C(C=2C(C1=O)=CC(=CC2)OCC2=CC(=CC(=C2)F)F)=O)C